CC(C(=O)N1CCN(CC1)C=1C=C2C(=CC=NC2=CC1)N[C@H](C)C1=C(C(=CC=C1)C(F)(F)F)C)C (R)-2-methyl-1-(4-(4-((1-(2-methyl-3-(trifluoromethyl)phenyl)ethyl)amino)quinolin-6-yl)piperazin-1-yl)propan-1-one